C(C)(C)(C)OC(=O)N1C[C@@H](N(CC1)C(C1=C(C(=C(C(=C1)F)Br)F)F)=O)CO (3R)-4-(4-bromo-2,3,5-trifluorobenzoyl)-3-(hydroxymethyl)piperazine-1-carboxylic acid tert-butyl ester